C(C)(=O)N1CCC2=CC(=CC=C12)C(CCN1CCN(CC1)C1=CC=C(C=C1)OC)=O 1-(1-acetylindolin-5-yl)-3-(4-(4-methoxyphenyl)piperazin-1-yl)propan-1-one